N=1SN=C2C1C=CC=C2CNC(=O)NC2CC2 1-(benzo[c][1,2,5]thiadiazol-4-ylmethyl)-3-cyclopropylurea